FC(C(O)[C@H]1[C@H]2CC[C@@H](CN1)N2C(=O)OC(C)(C)C)(F)F tert-butyl (1R,2R,5S)-2-(2,2,2-trifluoro-1-hydroxyethyl)-3,8-diazabicyclo[3.2.1]octane-8-carboxylate